6-(3-fluoro-2-methyl-phenyl)-2-[(5-fluoro-2-pyridinyl)oxymethyl]imidazo[1,2-a]pyrimidine FC=1C(=C(C=CC1)C=1C=NC=2N(C1)C=C(N2)COC2=NC=C(C=C2)F)C